tert-butyl 3-(3-(aminomethyl)-4-methylphenoxy)pyrrolidine-1-carboxylate NCC=1C=C(OC2CN(CC2)C(=O)OC(C)(C)C)C=CC1C